NC=1C2=C(N=CN1)N(C(=C2C2=NC=CC=C2F)C2=CCC1(CCN(CC1)C(C=C)=O)CC2)C 1-(9-(4-amino-5-(3-fluoropyridin-2-yl)-7-methyl-7H-pyrrolo[2,3-d]pyrimidin-6-yl)-3-azaspiro[5.5]undec-8-en-3-yl)prop-2-en-1-one